(R)-3-(N-(2-(3-fluoropiperidin-1-yl)-5-(trifluoromethyl)phenyl)sulfamoyl)-4-methoxybenzoic acid F[C@H]1CN(CCC1)C1=C(C=C(C=C1)C(F)(F)F)NS(=O)(=O)C=1C=C(C(=O)O)C=CC1OC